2,3-dihydro-indene C1CCC2=CC=CC=C12